(4-(3-amino-4-(4-((5-fluoro-2-methoxybenzoylamino)methyl)phenyl)-1H-pyrazolo[4,3-c]pyridin-6-yl)piperidin-1-yl)azetidine-1-carboxylic acid tert-butyl ester C(C)(C)(C)OC(=O)N1C(CC1)N1CCC(CC1)C1=CC2=C(C(=N1)C1=CC=C(C=C1)CNC(C1=C(C=CC(=C1)F)OC)=O)C(=NN2)N